C(CCC)C1(CS(C2=C(N(C1)C1=CC=CC=C1)C=C(C(=C2)CSCC(=O)OCC)OC)(=O)=O)C ethyl 2-(((3-butyl-7-methoxy-3-methyl-1,1-dioxido-5-phenyl-2,3,4,5-tetrahydro-1,5-benzothiazepin-8-yl)methyl)thio)acetate